ClC1=C(C=O)C(=CC=C1C1=NC(=CC=C1NC(C)C=1C=C(C=C2C(C(=C(OC12)C(C)C)C)=O)C)Cl)B1OCC(CO1)(C)C 2-chloro-3-(6-chloro-3-((1-(2-isopropyl-3,6-dimethyl-4-oxo-4H-chromen-8-yl)ethyl)amino)pyridin-2-yl)-6-(5,5-dimethyl-1,3,2-dioxaborinan-2-yl)benzaldehyde